O=C1NC(CCC1N1C(C2=CC=C(C=C2C1=O)N1CC(C1)CC1CNC1)=O)=O 3-({1-[2-(2,6-dioxopiperidin-3-yl)-1,3-dioxo-2,3-dihydro-1H-isoindol-5-yl]azetidin-3-yl}methyl)azetidin